[C@@H]12CN(C[C@@H](CC1)C2)C[C@@H](C)NC(OC(C)(C)C)=O tert-butyl ((R)-1-((1R,5S)-3-azabicyclo[3.2.1]octan-3-yl)propan-2-yl)carbamate